N1(C=NC=C1)C(=O)OC(C)(C)C tert-butyl 1H-imidazol-1-carboxylate